NC1=NC(=C2N=C(NC2=N1)C1=CC(=CC=C1)OC)C=1C(=C(C=CC1)N1C(C2=C(C=C(C=C2C=C1)C1CC1)F)=O)CO 2-{3-[2-amino-8-(3-methoxyphenyl)-9H-purin-6-yl]-2-(hydroxymethyl)phenyl}-6-cyclopropyl-8-fluoroisoquinolin-1(2H)-one